C1(CCCC1)N1C(C2=CC=C(C=C2C1)OCC=1C=C(C=CC1)C1=CC(=C(C(=O)O)C(=C1)C)C)=O 4-{3-[(2-Cyclopentyl-1-oxoisoindolin-5-yloxy)methyl]phenyl}-2,6-dimethylbenzoic acid